2-(7,8-difluoro-3-quinolyl)-4,6,6-trimethyl-4-(phenoxymethyl)-5H-1,3-oxazine FC1=CC=C2C=C(C=NC2=C1F)C=1OC(CC(N1)(COC1=CC=CC=C1)C)(C)C